FC1(CN(CC1)C1=CC=C(C=C1)[C@@H](C)N1N=CC2=C(C=CC(=C12)C(=O)NC1CC2(CCC2)C1)C#CC)F (Sa,R)-6-(1-(1-(4-(3,3-difluoropyrrolidin-1-yl)phenyl)ethyl)-4-(propane-1-yne-1-yl)-1H-indazole-7-carboxamido)spiro[3.3]heptane